tert-butyl (2S)-2-[[2-[(2,6-dioxo-3-piperidyl)oxy]-3-methyl-benzimidazol-4-yl] oxymethyl]morpholine-4-carboxylate O=C1NC(CCC1OC=1N(C2=C(N1)C=CC=C2OC[C@@H]2CN(CCO2)C(=O)OC(C)(C)C)C)=O